P(=O)(O)(O)O.CN(C(N(C)C)=O)C tetramethylurea phosphate